2-((6-amino-1-(cyclopropylmethyl)-2-oxo-1,2-dihydro-1,8-naphthyridin-3-yl)oxy)-N-methylacetamide NC=1C=C2C=C(C(N(C2=NC1)CC1CC1)=O)OCC(=O)NC